1,3,7-Triazaspiro[4.5]decan-2-one N1C(NCC12CNCCC2)=O